2,4'-bipyrimidinyl N1=C(N=CC=C1)C1=NC=NC=C1